4,5-dicarboxy-1H-1,2,3-triazole C(=O)(O)C=1N=NNC1C(=O)O